ClC=1C(=C2C(=NC1)NC(=N2)C2=CC=C(C=C2)N2CCN(CC2)CCCCOC)NC2CCN(CC2)CC2=CC=C(C=C2)OC 6-Chloro-N-[1-(4-methoxybenzyl)piperidin-4-yl]-2-{4-[4-(4-methoxybutyl)piperazin-1-yl]phenyl}-3H-imidazo[4,5-b]pyridin-7-amine